3,5-diphenyl-benzene C1(=CC=CC=C1)C=1C=CC=C(C1)C1=CC=CC=C1